NCC(C(=O)N1[C@@H](CCC1)C(=O)NC=1SC2=C(N1)C=CC(=C2)OC(F)(F)F)(C)C (S)-1-(3-amino-2,2-dimethylpropanoyl)-N-(6-(trifluoromethoxy)benzo[d]thiazol-2-yl)pyrrolidine-2-carboxamide